tert-Butyl 4-((4-(2,2-difluoroethyl)-2-(3-(ethylamino)-4-(methoxycarbonyl)phenyl)piperazin-1-yl)methyl)-5-methoxy-7-methyl-1H-indole-1-carboxylate FC(CN1CC(N(CC1)CC1=C2C=CN(C2=C(C=C1OC)C)C(=O)OC(C)(C)C)C1=CC(=C(C=C1)C(=O)OC)NCC)F